3,3,4,4-tetrafluoro-1,2-oxathietane 2,2-dioxide FC1(S(OC1(F)F)(=O)=O)F